5-(aminomethyl)-N-(1-(2-(3-chlorophenyl)-6-(1-methyl-1H-pyrazol-4-yl)pyridin-4-yl)ethyl)-2-methylbenzamide NCC=1C=CC(=C(C(=O)NC(C)C2=CC(=NC(=C2)C=2C=NN(C2)C)C2=CC(=CC=C2)Cl)C1)C